BrC=1C=CC(=C(C1)C(CC(C)O[Si](C)(C)C(C)(C)C)O)I 1-(5-bromo-2-iodophenyl)-3-((tert-butyldimethylsilyl)oxy)butan-1-ol